N-allylindole C(C=C)N1C=CC2=CC=CC=C12